C(C)(C)(C)C1=NN(C(=C1)NC(OCC(Cl)(Cl)Cl)=O)C1=CC=C(C=C1)CN1CCOCC1 2,2,2-trichloroethyl (3-(tert-butyl)-1-(4-(morpholinomethyl)phenyl)-1H-pyrazol-5-yl)carbamate